2-oxo-6-((1-(piperidin-4-yl)-1H-pyrazol-4-yl)methyl)benzo[cd]indol O=C1NC2=CC=C(C=3C2=C1C=CC3)CC=3C=NN(C3)C3CCNCC3